ClC(C(=O)OC(C)(C)C)C(CC(C)O)=O tert-butyl chloro-5-hydroxy-3-oxohexanoate